FC(C1=NOC(=N1)C[C@H]1C[C@H](C1)NC(OC(C)(C)C)=O)(F)F tert-butyl (cis-3-((3-(trifluoromethyl)-1,2,4-oxadiazol-5-yl)methyl)cyclobutyl)carbamate